N12CC(C(CC1)CC2)NC2=NC(=NN1C2=NC=C1Cl)C1=C(C=CC=C1F)F (1-Aza-bicyclo[2.2.2]oct-3-yl)-[7-chloro-2-(2,6-difluoro-phenyl)-imidazo[2,1-f][1,2,4]triazin-4-yl]-amine